(R)-2-(2-methoxy-2-oxoethyl)pyrrolidine-1-carboxylic acid tert-butyl ester C(C)(C)(C)OC(=O)N1[C@H](CCC1)CC(=O)OC